3-(aminomethyl)-isoquinolin-1(2H)-one NCC=1NC(C2=CC=CC=C2C1)=O